N'-{1,4,8-triazacycloundecane-1,4-diylbis[methylene(2-hydroxy-5-methyl-3,1-phenylene)]}bis(2,3-dihydroxypropionamide) N1(CCN(CCCNCCC1)CC=1C(=C(C=C(C1)C)C(C(=O)N)(CO)O)O)CC=1C(=C(C=C(C1)C)C(C(=O)N)(CO)O)O